potassium perfluoro-2,2-dimethylbutanoate FC(C(C(=O)[O-])(C(F)(F)F)C(F)(F)F)(C(F)(F)F)F.[K+]